C(=O)O.COC1=CC=C(C=C1)C1=NOC(=N1)N1CCC(CC1)C(=O)NCC1CN(CC1)CC1C(C1)C 1-(3-(4-methoxyphenyl)-1,2,4-oxadiazol-5-yl)-N-((1-((2-methylcyclopropyl)methyl)pyrrolidin-3-yl)methyl)piperidine-4-carboxamide formate